[N-]=[N+]=[N-].C(C1=CC=CC=C1)OC(=O)C=1N(C=CC1C=1C=NC(=CC1)OCC1=CC=CC=C1)S(=O)(=O)[Na] ({2-[(benzyloxy)carbonyl]-3-[6-(benzyloxy)pyridin-3-yl]-1H-pyrrol-1-yl}sulfonyl)sodium azide